CC=1OC=CC=NC1 (R)-2-methyl-1,4-oxazepine